(R)-N-(5-((6-(3-(3-fluoro-5-(thiophen-3-yl)phenyl)isoxazolidin-2-yl)pyrimidin-4-yl)amino)-4-methoxy-2-(4-methylpiperazin-1-yl)phenyl)acrylamide FC=1C=C(C=C(C1)C1=CSC=C1)[C@@H]1N(OCC1)C1=CC(=NC=N1)NC=1C(=CC(=C(C1)NC(C=C)=O)N1CCN(CC1)C)OC